N1=C(C=CC=C1)NC1=C(C(=O)OC)C=CC=C1 methyl 2-(pyridin-2-ylamino)benzoate